7-((7-((4,4-bis(((Z)-oct-5-en-1-yl)oxy)butanoyl)oxy)-4-((((1-ethylpiperidin-3-yl)methoxy)carbonyl)oxy)heptyl)oxy)-7-oxoheptyl 2-butyloctanoate C(CCC)C(C(=O)OCCCCCCC(=O)OCCCC(CCCOC(CCC(OCCCC\C=C/CC)OCCCC\C=C/CC)=O)OC(=O)OCC1CN(CCC1)CC)CCCCCC